C(C=C)(=O)N1CCN(CC1)C(CN1C2=C(N=C(C1=O)NC1=CC(=CC(=C1)OC)OC)C=CC(=N2)Cl)=O 4-(2-(4-acryloylpiperazin-1-yl)-2-oxoethyl)-6-chloro-2-(3,5-dimethoxyanilino)pyrido[2,3-b]pyrazin-3(4H)-one